C(C)C=1C=C(C(=C(C1)CNC)OCCCCCCCC)CNC 1,1'-(5-ethyl-2-octyloxy-1,3-phenylene)-bis(N,N-dimethylamine)